N1=CN=CC(=C1)C(=O)OCN1C(CCC2=CC=C(C=C12)CCN1CCN(CC1)C1=CC(=CC=2SC=CC21)F)=O (7-(2-(4-(6-Fluorobenzo[b]thiophen-4-yl)piperazin-1-yl)ethyl)-2-oxo-3,4-dihydroquinolin-1(2H)-yl)methyl pyrimidine-5-carboxylate